trans-8-((4-((cyclobutylmethyl)(6-fluoro-2-methylpyridin-3-yl)amino)cyclohexyl)(methyl)amino)-5-methyl-6-oxo-5,6-dihydro-1,5-naphthyridine-2,7-dicarbonitrile C1(CCC1)CN([C@@H]1CC[C@H](CC1)N(C1=C(C(N(C=2C=CC(=NC12)C#N)C)=O)C#N)C)C=1C(=NC(=CC1)F)C